ClC=1C=C(OC2=CC(=C(C(=C2)C)N2C(C=CC2=O)=O)C)C=CC1 1-(4-(3-chlorophenoxy)-2,6-dimethylphenyl)-1H-pyrrole-2,5-dione